C1(CC1)CN(C1=CC(N(C=2C=CC(=NC12)C#N)C)=O)C=1C=NC(=CC1)F 8-((cyclopropylmethyl)(6-fluoropyridin-3-yl)amino)-5-methyl-6-oxo-5,6-dihydro-1,5-naphthyridine-2-carbonitrile